COC(CCCCCCC\C=C/C\C=C/CCCCC)=O Linoleic acid methyl ester